3-bromo-N-(2-(pyrrolidin-1-yl)ethyl)-6-(trifluoromethyl)pyridin-2-amine BrC=1C(=NC(=CC1)C(F)(F)F)NCCN1CCCC1